(2R,4S)-4-[(8aS)-6-oxo-1,3,4,7,8,8a-hexahydropyrrolo[1,2-a]pyrazin-2-yl]-N-[(1R)-1-[3,5-bis(trifluoromethyl)phenyl]ethyl]-2-(4-fluoro-2-methylphenyl)-N-methyl-piperidine-1-carboxamide O=C1CC[C@@H]2N1CCN(C2)[C@@H]2C[C@@H](N(CC2)C(=O)N(C)[C@H](C)C2=CC(=CC(=C2)C(F)(F)F)C(F)(F)F)C2=C(C=C(C=C2)F)C